5-(benzyloxy)-1-(indeno[1,2-a]inden-4b(9H)-yl)-3-(3-phenylbutyl)-2,3-dihydro-1H-pyrido[2,1-f][1,2,4]triazine-4,6-dione C(C1=CC=CC=C1)OC=1C(C=CN2N(CN(C(C21)=O)CCC(C)C2=CC=CC=C2)C21C(=CC3=CC=CC=C23)CC=2C=CC=CC21)=O